Cl.Cl.C[C@H]1N(CCN(C1)C)[C@@H](C(=O)O)C (2R)-2-[(2R)-2,4-dimethylpiperazin-1-yl]propanoic acid dihydrochloride